COCCOCCOCCOCCSC=1C(=C(C2=NC3=CC=CC(=C3N=C2C1Br)C)O)Br 3-((2,5,8,11-Tetraoxatridecan-13-yl)thio)-2,4-dibromo-6-methylphenazin-1-ol